Butylene Glycol Monobutyl Ether Acetate C(C)(=O)OCCCCOCCCC